p-methoxydiazobenzene tetrafluoroborate F[B-](F)(F)F.COC1=CCC(C=C1)=[N+]=[N-]